rac-tert-Butyl (2S,5S)-5-methyl-2-(6-methyl-3-pyridyl)-4-oxo-piperidine-1-carboxylate C[C@@H]1C(C[C@H](N(C1)C(=O)OC(C)(C)C)C=1C=NC(=CC1)C)=O |r|